O1C[C@H](CC1)COC1=C2C(=NC(=C1)C1=CNC3=CN=C(C=C31)NC(C)=O)C3(OCC2)COCC3 N-(3-(4'-(((S)-tetrahydrofuran-3-yl)methoxy)-4,5,5',6'-tetrahydro-2H-spiro[furan-3,8'-pyrano[3,4-b]pyridin]-2'-yl)-1H-pyrrolo[2,3-c]pyridin-5-yl)acetamide